4-(3-aminophenyl)-2-methyl-3-butyne NC=1C=C(C=CC1)C#CC(C)C